FCCCN1CC(C1)=CC1=CC=C(C=C1)C1=C(CCCC2=C1C=CC=C2)CCC2=CC=CC=C2 9-(4-((1-(3-Fluoropropyl)azetidin-3-yliden)methyl)phenyl)-8-phenethyl-6,7-dihydro-5H-benzo[7]annulen